racemic-(±)-tert-butyl 5-methoxy-4-(((trans)-2-(4-(methoxycarbonyl)phenyl)-4-(oxetan-3-ylamino)piperidin-1-yl)methyl)-7-methyl-1H-indole-1-carboxylate COC=1C(=C2C=CN(C2=C(C1)C)C(=O)OC(C)(C)C)CN1[C@H](C[C@@H](CC1)NC1COC1)C1=CC=C(C=C1)C(=O)OC |r|